N-[5-(2,6-difluoro-4-methoxyphenyl)-1-methyl-3-oxo-2-phenyl-2,3-dihydro-1H-pyrazol-4-yl]-4-(1H-pyrazol-1-yl)benzamide FC1=C(C(=CC(=C1)OC)F)C1=C(C(N(N1C)C1=CC=CC=C1)=O)NC(C1=CC=C(C=C1)N1N=CC=C1)=O